The molecule is the zwitterion resulting from the transfer of a proton from the carboxy group to the alpha-amino group of 2-ureidoglycine. It is a member of ureas and an amino acid zwitterion. It is a tautomer of a 2-ureidoglycine. C(C(=O)[O-])([NH3+])NC(=O)N